(R)-4-(3-(4-acryloylmorpholin-3-yl)-5-chlorophenyl)pyrimidine-2-carbonitrile C(C=C)(=O)N1[C@@H](COCC1)C=1C=C(C=C(C1)Cl)C1=NC(=NC=C1)C#N